3-(5-(4-((1-(4-(7-hydroxy-3-(3-methoxyphenyl)-2,2-dimethylchroman-4-yl)phenyl)piperidin-4-yl)methyl)piperazin-1-yl)-1-oxoisoindolin-2-yl)piperidine-2,6-dione OC1=CC=C2C(C(C(OC2=C1)(C)C)C1=CC(=CC=C1)OC)C1=CC=C(C=C1)N1CCC(CC1)CN1CCN(CC1)C=1C=C2CN(C(C2=CC1)=O)C1C(NC(CC1)=O)=O